Cl.FC=1C=C(N[C@@H]2C(NC(CC2)=O)=O)C=CC1C1CCNCC1 (3S)-3-[3-fluoro-4-(4-piperidyl)anilino]piperidine-2,6-dione hydrochloride